C(C)C=1C(NC=2C=C(C=NC2C1)C(=O)OC)=O methyl 7-ethyl-6-oxo-5H-1,5-naphthyridine-3-carboxylate